3,3-dinitrodiphenylsulfone C1=CC(=CC(=C1)S(=O)(=O)C2=CC=CC(=C2)[N+](=O)[O-])[N+](=O)[O-]